OCC[C@H](C)N1N=C(C=2C=NC(=CC21)NC2=NC(=NC=C2)C=2C(N(NC2)C)=O)C#CC (S)-4-(4-((1-(4-hydroxybutan-2-yl)-3-(prop-1-yn-1-yl)-1H-pyrazolo[4,3-c]pyridin-6-yl)amino)pyrimidin-2-yl)-2-methyl-1,2-dihydro-3H-pyrazol-3-one